COC1=CC2=C(N=C(N=C2)C)N=C1 6-methoxy-2-methylpyrido[2,3-d]pyrimidin